5-(3,3-dimethyl-2-oxo-1-(pyridin-3-yl)-2,3-dihydro-1H-pyrrolo[2,3-b]pyridin-4-yl)-2-(trifluoromethyl)benzoic acid CC1(C(N(C2=NC=CC(=C21)C=2C=CC(=C(C(=O)O)C2)C(F)(F)F)C=2C=NC=CC2)=O)C